C(C)(C)(C)OC(NC=1C=C2CN(C(C2=CC1OC)=O)C)=O N-(6-methoxy-2-methyl-1-oxoisoindol-5-yl)carbamic acid tert-butyl ester